ClC=1C(=NC(=C(C1)F)C1=C(C=C(C=C1)SC(F)(F)F)Cl)C(=O)O 3-Chloro-6-(2-chloro-4-((trifluoromethyl)thio)phenyl)-5-fluoropicolinic acid